N-(6-((1S,4S)-2,5-diazabicyclo[2.2.1]heptan-2-yl)pyridin-3-yl)methanesulfonamide [C@@H]12N(C[C@@H](NC1)C2)C2=CC=C(C=N2)NS(=O)(=O)C